3-ethyl-2-methyl-6,7-dihydro-5H-cyclopenta[b]pyridin-4-amine C(C)C=1C(=C2C(=NC1C)CCC2)N